C(C)(=O)C1=CC(=CS1)/C=C/C(=O)OC methyl (E)-3-(5-acetylthiophen-3-yl)acrylate